O(C1=CC=CC=C1)C=1C=C2C(=NN(C2=CC1)C1=CC=C(C=C1)C(F)(F)F)CNS(=O)(=O)C N-[[5-phenoxy-1-[4-(trifluoromethyl)phenyl]indazol-3-yl]methyl]methanesulfonamide